N-benzyl-2-(4-(5-(5-(morpholin-4-yl)-1-oxo-1,3-dihydro-2H-isoindol-2-yl)-1H-benzimidazol-2-yl)phenoxy)acetamide C(C1=CC=CC=C1)NC(COC1=CC=C(C=C1)C1=NC2=C(N1)C=CC(=C2)N2C(C1=CC=C(C=C1C2)N2CCOCC2)=O)=O